1-butyl-1-methyl-pyrrolidinium C(CCC)[N+]1(CCCC1)C